chloro-N-(6-(1,4-dimethyl-1H-1,2,3-triazol-5-yl)-7-fluorothiazolo[4,5-c]pyridin-2-yl)-5'-(methoxy-d3)-6-(methyl-d3)-[4,4'-bipyridine]-3-carboxamide ClC1=NC(=CC(=C1C(=O)NC=1SC2=C(C=NC(=C2F)C2=C(N=NN2C)C)N1)C1=CC=NC=C1OC([2H])([2H])[2H])C([2H])([2H])[2H]